CC1=NC(=NO1)C1=CC=C2C=CN=C(C2=C1)NCCN1CC2=CC(=CC=C2CC1)C(=O)OC methyl 2-[2-[[7-(5-methyl-1,2,4-oxadiazol-3-yl)-1-isoquinolinyl] amino] ethyl]-3,4-dihydro-1H-isoquinoline-7-carboxylate